O=S1(C(=CC(C=C1C1=CC=C(C=C1)F)=C(C#N)C#N)C1=CC=C(C=C1)F)=O 1,1-dioxo-2,6-di(4-fluorophenyl)-4-(dicyanomethylidene)thiopyran